NCCCC=1C=C(C=CC1)N1CCN(CC1)S(=O)(=O)C1=CC=C(C=C1)NC(C1=C(C=CC=C1)N(S(=O)(=O)C)C)=O N-(4-((4-(3-(3-Aminopropyl)phenyl)piperazin-1-yl)sulfonyl)phenyl)-2-(N-methylmethyl-sulfonamido)benzamide